C1(CCC(N1OC(=O)C1=CC=C(C(SSC2=NC=CC=C2)C)C=C1)=O)=O 4-Succinimidyloxycarbonyl-methyl-α-(2-pyridyldithio)toluene